ClC1=NC=C(C=N1)S(=NC(C(F)(F)F)=O)(=O)CC N-((2-chloropyrimidin-5-yl)(ethyl)(oxo)-λ6-sulfanylidene)-2,2,2-trifluoroacetamide